(6S,7S)-6-((2,3'-difluoro-[1,1'-biphenyl]-3-yl)methyl)-N-(2-fluoro-2-methylpropyl)-7-((fluoromethyl)sulfonamido)-5-azaspiro[2.4]heptane-5-carboxamide FC1=C(C=CC=C1C[C@@H]1N(CC2(CC2)[C@@H]1NS(=O)(=O)CF)C(=O)NCC(C)(C)F)C1=CC(=CC=C1)F